C(C=C)(=O)O.C(C=C)(=O)O.C(C=C)(=O)O.CCCCC pentane triacrylate